ClC1=C(C=CC=C1)S(=O)(=O)NC1=NC=C(C=C1)C1=NC=2C=NC(=NC2N(C1=O)C(C)C)NC1CCC(CC1)N(C)C 2-Chloro-N-(5-(2-(((1r,4r)-4-(dimethylamino)cyclohexyl)amino)-8-isopropyl-7-oxo-7,8-dihydropteridin-6-yl)pyridin-2-yl)benzenesulfonamide